Tert-Butyl 2-((2-Bromo-1h-Imidazol-1-Yl)Methyl)Morpholine-4-Carboxylate BrC=1N(C=CN1)CC1CN(CCO1)C(=O)OC(C)(C)C